N-[7-chloro-6-(4-cyano-4-methyl-1-piperidinyl)-3-isoquinolinyl]-2-pyrimidin-5-yl-cyclopropanecarboxamide ClC1=C(C=C2C=C(N=CC2=C1)NC(=O)C1C(C1)C=1C=NC=NC1)N1CCC(CC1)(C)C#N